(S)-N-((R or S)-(4-chloro-3-(trifluoromethyl)phenyl)(4-chlorophenyl)methyl)-5-oxopyrrolidine-3-carboxamide ClC1=C(C=C(C=C1)[C@H](NC(=O)[C@@H]1CNC(C1)=O)C1=CC=C(C=C1)Cl)C(F)(F)F |o1:7|